N1C(NC=2C=NC=3C=CC=CC3C21)=O 1,3-dihydro-imidazo[4,5-c]quinolin-2-one